O1C=NC2=C1C=C(C=C2)\C=C/2\C(N(C(=N2)N[C@@H](COC)C2=CC=CC=C2)C)=O (5Z)-5-(1,3-Benzoxazol-6-ylmethylene)-2-[[(1R)-2-methoxy-1-phenyl-ethyl]amino]-3-methyl-imidazol-4-one